C1(CC1)N1N=NN=C1SC1=NC2=CC=CC(=C2N=C1SC1=NN=NN1C1CC1)C 2,3-Bis((1-cyclopropyltetrazol-5-yl)thio)-5-methylquinoxaline